S1C=NC2=C1C=C1N=CSC1=C2 benzo[1,2-d:4,5-d']bis-thiazole